5-(4-amino-7-bromo-1-methylpyrrolo[3,2-c]pyridin-3-yl)-3-fluoro-N-(2,2,2-trifluoroethyl)pyridine-2-carboxamide NC1=NC=C(C2=C1C(=CN2C)C=2C=C(C(=NC2)C(=O)NCC(F)(F)F)F)Br